AZETIDINE-2-CARBOXYLIC ACID N1C(CC1)C(=O)O